tert-butyl (3R,5R)-1-(2-(6-cyanopyridazin-3-yloxy)-4-(4-fluorophenyl)cyclopentyl)-5-fluoropiperidin-3-ylcarbamate C(#N)C1=CC=C(N=N1)OC1C(CC(C1)C1=CC=C(C=C1)F)N1C[C@@H](C[C@H](C1)F)NC(OC(C)(C)C)=O